O=C1N(CC2=CC(=CC=C12)O[C@@H]1CNCC1)C1C(NC(CC1)=O)=O 3-(1-oxo-5-(((S)-pyrrolidin-3-yl)oxy)isoindolin-2-yl)piperidine-2,6-dione